(R)-4-(3-(1H-pyrazol-5-yl)-7-(2-(trifluoromethyl)pyridin-3-yl)isothiazolo[4,5-b]pyridin-5-yl)-3-methylmorpholine N1N=CC=C1C1=NSC=2C1=NC(=CC2C=2C(=NC=CC2)C(F)(F)F)N2[C@@H](COCC2)C